(RS)-2-ethylhexyl 3-((2-(((2R*,3S*)-2-allyltetrahydrofuran-3-yl)oxy)-4-methylphenyl)sulfonyl)propanoate C(C=C)[C@H]1OCC[C@@H]1OC1=C(C=CC(=C1)C)S(=O)(=O)CCC(=O)OC[C@@H](CCCC)CC |o1:3,7,&1:25|